2-((3aR,5s,6aS)-5-((5-(5-methyl-4,5,6,7-tetrahydrothiazolo[5,4-c]pyridin-2-yl)-1H-pyrrolo[2,3-b]pyridin-4-yl)amino)hexahydrocyclopenta[c]pyrrol-2(1H)-yl)acetonitrile CN1CC2=C(CC1)N=C(S2)C=2C(=C1C(=NC2)NC=C1)NC1C[C@@H]2[C@@H](CN(C2)CC#N)C1